FC1=C(C=CC(=C1)C1=NC=CC=N1)NCCCCCCN1[C@@H]([C@H]([C@@H]([C@H](C1)O)O)O)CO (2R,3R,4R,5S)-1-(6-{[2-fluoro-4-(pyrimidin-2-yl)phenyl]amino}hexyl)-2-(hydroxymethyl)piperidine-3,4,5-triol